tert-Butyl (3-(1-cyanocyclopropyl)pyridin-2-yl)carbamate C(#N)C1(CC1)C=1C(=NC=CC1)NC(OC(C)(C)C)=O